N1N=C(C=2C=C3C(CC12)=C3)C(=O)N 6H-cycloprop[f]indazole-3-carboxamide